ClC1=NC(=NC(=C1)C1=C(C=CC=C1CC)CC)NS(=O)(=O)C=1C=C(C(=O)O)C=CC1 3-[[4-chloro-6-(2,6-diethylphenyl)pyrimidin-2-yl]sulfamoyl]benzoic acid